N1=C2C(=CC=C1)OC1=C(CC2CNC(OC(C)(C)C)=O)C=CC=C1 tert-butyl ((10,11-dihydrobenzo[6,7]oxepino[3,2-b]pyridin-11-yl)methyl)carbamate